1-(2,2-difluoroethyl)-3-(5-methylthiophene-2-yl)-1H-indazole-5-carboxylic acid methyl ester COC(=O)C=1C=C2C(=NN(C2=CC1)CC(F)F)C=1SC(=CC1)C